C(C)NC=1N=NN(N1)CCC[Si](OCC)(OCC)OCC 5-ethylamino-2-[3-(triethoxysilyl)propyl]-2H-tetrazole